IC=1C(=NC(=CC1)C)N 3-iodo-6-methylpyridin-2-amine